N-(3-(difluoromethyl)-4-fluorophenyl)-7-methoxy-2-(tetrahydro-2H-pyran-4-yl)imidazo[1,2-a]pyridine-6-carboxamide FC(C=1C=C(C=CC1F)NC(=O)C=1C(=CC=2N(C1)C=C(N2)C2CCOCC2)OC)F